ClC1C=CC2=CC=CC=C12 Chloroindene